tert-butyl-3-methyl-4-oxopiperidine-1-carboxylate C(C)(C)(C)OC(=O)N1CC(C(CC1)=O)C